tert-butyl 3-[3-[4-(cyclopropylcarbamoyl)-3-(difluoromethoxy)-5-methoxyphenyl] imidazo[1,2-a]pyridin-7-yl]piperidine-1-carboxylate C1(CC1)NC(=O)C1=C(C=C(C=C1OC)C1=CN=C2N1C=CC(=C2)C2CN(CCC2)C(=O)OC(C)(C)C)OC(F)F